3-tert-butyl-6-(4-chlorobenzyl)-8-(morpholin-4-yl)[1,2,4]triazolo[4',3':1,6]pyrimido[5,4-c]pyridazin-5(6H)-one C(C)(C)(C)C1=NN=C2N1C(N(C=1C2=NN=C(C1)N1CCOCC1)CC1=CC=C(C=C1)Cl)=O